ClC1=CC=CC=2SC(=CC21)C(=O)NC2=CC(=CC(=C2)S(=O)(=O)C)Cl 4-chloro-N-(3-chloro-5-(methylsulfonyl)phenyl)benzo[b]thiophene-2-carboxamide